4-(2-((2-ethylhexyl)oxy)ethyl)phenol C(C)C(COCCC1=CC=C(C=C1)O)CCCC